C(=O)(O)CC1C(C(CC1C(=O)O)C(=O)O)C(=O)O 3-(carboxymethyl)-1,2,4-cyclopentanetricarboxylic acid